benzyl (R)-(1-(2-((diphenylmethylene)amino)quinolin-4-yl)ethyl)carbamate C1(=CC=CC=C1)C(C1=CC=CC=C1)=NC1=NC2=CC=CC=C2C(=C1)[C@@H](C)NC(OCC1=CC=CC=C1)=O